CC1CC2=NN3C=NNC(C3=C2CN1)=O 8-methyl-7,8,9,10-tetrahydropyrido[4',3':3,4]pyrazolo[1,5-d][1,2,4]triazin-1(2H)-one